C(C=C)OC(CCC(CP(O)(O)=O)C(=O)OCC=C)=O (5-(Allyloxy)-2-((allyloxy)carbonyl)-5-oxopentyl)phosphonic acid